OC=1C=C(C=CC1)C(C(=O)N)CCC (3-hydroxyphenyl)pentanamide